1-(3-((4-((2-(dimethylphosphoryl)phenyl)amino)-1H-pyrazolo[3,4-d]pyrimidin-6-yl)amino)-7,8-dihydro-1,6-naphthyridin-6(5H)-yl)-2-hydroxyethane-1-one CP(=O)(C)C1=C(C=CC=C1)NC1=C2C(=NC(=N1)NC=1C=NC=3CCN(CC3C1)C(CO)=O)NN=C2